O=C1C(SCC2CC12)C(=O)OCC Ethyl 5-oxo-3-thiabicyclo[4.1.0]heptane-4-carboxylate